ClC1=CC=C(C(=O)NC2CN(CCC2)C=2N=NC(=CC2)C2=C(C=CC=C2)NC)C=C1 4-chloro-N-(1-(6-(2-(methylamino)phenyl)pyridazin-3-yl)piperidin-3-yl)benzamide